(3-nitrophenyl)(4-nitrophenyl)iodonium tetrafluoroborate F[B-](F)(F)F.[N+](=O)([O-])C=1C=C(C=CC1)[I+]C1=CC=C(C=C1)[N+](=O)[O-]